5-(benzyloxy)-2,3-dimethoxy-7H-benzo[c]carbazole C(C1=CC=CC=C1)OC1=CC=2NC=3C=CC=CC3C2C2=C1C=C(C(=C2)OC)OC